C[C@@]1(C2=C(NC=3N=CC=CC13)CC(CC2=O)(C)C)C2=CC(=CC=C2)N(C2=NC=CC=N2)C |r| rac-5,8,8-trimethyl-5-(3-(methyl(pyrimidin-2-yl)amino)phenyl)-5,8,9,10-tetrahydrobenzo[b][1,8]naphthyridin-6(7H)-one